NC=1C(=NC(=CC1C(=O)OC)Br)Br Methyl 3-amino-2,6-dibromopyridine-4-carboxylate